2-(2H-pyrazol-5-yl)-3-mercapto-1-naphthalonitrile N=1NC=CC1C1=C(C2=CC=CC=C2C=C1S)C#N